4-chloropyridine-carbaldehyde ClC1=CC(=NC=C1)C=O